BrC1=NC=CC(=C1)C=1OC2=C(N1)C=C(C(=C2)F)N 2-(2-bromopyridin-4-yl)-6-fluorobenzo[d]oxazol-5-amine